(1r,4r)-4-((3,5-dichloropyridin-2-yl)oxy)cyclohexan-1-amine ClC=1C(=NC=C(C1)Cl)OC1CCC(CC1)N